benzyl 2-[3-[(2-methylpropan-2-yl)oxy]-3-oxopropyl]-6,7-dihydro-4H-pyrazolo[1,5-a]pyrazine-5-carboxylate CC(C)(C)OC(CCC1=NN2C(CN(CC2)C(=O)OCC2=CC=CC=C2)=C1)=O